CCCCCCCCCCCCCCC[C@H]([C@H](CO)NC(=O)CCCCCCC/C=C\CCCCCCCC)O N-oleoyldihydrosphingosine